4-([1,1'-biphenyl]-4-yl)-6-chloro-2-(naphtho[2,1-b]benzofuran-10-yl)pyrimidine C1(=CC=C(C=C1)C1=NC(=NC(=C1)Cl)C=1C=CC2=C(C3=C(O2)C=CC=2C=CC=CC23)C1)C1=CC=CC=C1